N1,N1-bis(2-hydroxyethyl)-N5,N5-dimethyl-glutaramide OCCN(C(CCCC(=O)N(C)C)=O)CCO